(1r,4r)-4-(N-methylethylsulfonamido)cyclohexane-1-carboxylic acid methyl ester COC(=O)C1CCC(CC1)N(S(=O)(=O)CC)C